(3r,5r)-5-fluoropiperidin-3-amine F[C@@H]1C[C@H](CNC1)N